Tert-butyl (2-(5-methyl-2-oxopyridin-1(2H)-yl)ethyl)carbamate CC=1C=CC(N(C1)CCNC(OC(C)(C)C)=O)=O